3-nitro-4-(trifluoromethyl)benzoic acid chloride [N+](=O)([O-])C=1C=C(C(=O)Cl)C=CC1C(F)(F)F